C1=CC=C(C(=C1)C(=O)O)F The molecule is a 2-halobenzoic acid that is benzoic acid carrying a fluoro substituent at position 2. It is a fluorobenzoic acid and a 2-halobenzoic acid. It is a conjugate acid of a 2-fluorobenzoate.